pyridin-2-yl-1,3,5-triazine-2,4-diamine N1=C(C=CC=C1)C1=NC(=NC(=N1)N)N